N1N=NN=C1C1=CC=C(C=N1)N1C=CC=2C1=NC=C(C2)C(=O)N2CCC(CC2)(F)F (1-(6-(1H-tetrazol-5-yl)pyridin-3-yl)-1H-pyrrolo[2,3-b]pyridin-5-yl)(4,4-difluoropiperidin-1-yl)methanone